2-(2-bromo-4-chlorophenyl)-1H-benzo[d]imidazole BrC1=C(C=CC(=C1)Cl)C1=NC2=C(N1)C=CC=C2